ethyl 3-{3-[(1R)-1-(6-hydroxy-2,2-dioxo-2H-1,2λ6,3-benzoxathiazin-3(4H)-yl)ethyl]-4-methylphenyl}-3-{1-[2-(3-hydroxypropoxy)ethyl]-4-methyl-1H-benzotriazol-5-yl}propanoate OC=1C=CC2=C(CN(S(O2)(=O)=O)[C@H](C)C=2C=C(C=CC2C)C(CC(=O)OCC)C2=C(C3=C(N(N=N3)CCOCCCO)C=C2)C)C1